CC=1C=CN=C2C(=CC=NC12)S(=O)(=O)CCC(=O)OC methyl 3-[(8-methyl-1,5-naphthyridin-4-yl)sulfonyl]propanoate